trans-4-((4-(2-Cyclopropyloxazol-4-yl) pyridine-2-yl)((trans-4-(5-methoxy-6-methylpyridin-2-yl)cyclohexyl)methyl) carbamoyl)cyclohexyl isopropylcarbamate C(C)(C)NC(O[C@@H]1CC[C@H](CC1)C(N(C[C@@H]1CC[C@H](CC1)C1=NC(=C(C=C1)OC)C)C1=NC=CC(=C1)C=1N=C(OC1)C1CC1)=O)=O